CC1=NN2C(N=C(C(=C2C)O[C@H]2CN(CC2)C2=CC=C(C=C2)C2=CC=C(N=N2)CN2CCN(CC2)C(C)=O)C)=N1 (R)-1-(4-((6-(4-(3-((2,5,7-trimethyl-[1,2,4]triazolo[1,5-a]pyrimidin-6-yl)oxy)pyrrolidin-1-yl)phenyl)pyridazin-3-yl)methyl)piperazin-1-yl)ethan-1-one